5,8-dimethoxy-1,2-diphenylnaphthalene COC1=C2C=CC(=C(C2=C(C=C1)OC)C1=CC=CC=C1)C1=CC=CC=C1